5-(6-Chloro-5-((1R,2S)-2-(2,2-difluoroethyl)cyclopropyl)pyridazin-3-yl)pyrimidine-2,4(1H,3H)-dione ClC1=C(C=C(N=N1)C=1C(NC(NC1)=O)=O)[C@H]1[C@@H](C1)CC(F)F